C1CC12CNCC2C(=O)OC methyl 5-azaspiro[2.4]heptane-7-carboxylate